2-Nitrophenyl Butyrate C(CCC)(=O)OC1=C(C=CC=C1)[N+](=O)[O-]